4-(1,3-Dimethoxypropyl)-2,6-diisopropylaniline COC(CCOC)C1=CC(=C(N)C(=C1)C(C)C)C(C)C